CC1=C(C=CC(=C1)OC1=C2C(=NC=C1)N(C=C2)COCC[Si](C)(C)C)NC(OC(C)(C)C)=O tert-butyl (2-methyl-4-((1-((2-(trimethylsilyl)ethoxy)methyl)-1H-pyrrolo[2,3-b]pyridin-4-yl)oxy)phenyl)carbamate